C1(CCCC1)N1C(C(=CC2=C1N=C(N=C2)NC2=NC=C(C=C2)C2CCN(CC2)CC2CCC(CC2)CO)C(F)F)=O 8-cyclopentyl-6-(difluoromethyl)-2-((5-(1-(((1r,4r)-4-(hydroxymethyl)cyclohexyl)methyl)piperidin-4-yl)pyridin-2-yl)amino)pyrido[2,3-d]pyrimidin-7(8H)-one